4-[1-(5,6-difluoro-3-pyridyl)-4-fluoro-piperidine-4-carbonyl]-3,5-dihydro-2H-pyrido[3,4-f][1,4]oxazepine-9-carbonitrile FC=1C=C(C=NC1F)N1CCC(CC1)(C(=O)N1CCOC2=C(C1)C=NC=C2C#N)F